C1(CC1)C1=NN(C=N1)C1CC2(CN(C2)C(=O)N2CC3(C2)CN(C3)CC=3N(N=CC3C(F)(F)F)C)C1 [6-(3-cyclopropyl-1,2,4-triazol-1-yl)-2-azaspiro[3.3]heptan-2-yl]-[6-[[2-methyl-4-(trifluoromethyl)pyrazol-3-yl]methyl]-2,6-diazaspiro[3.3]heptan-2-yl]methanone